5-Chloro-N-(5-(6-(difluoromethyl)picolinoyl)-5,6-dihydro-4H-pyrrolo[3,4-d]thiazol-2-yl)-2-methoxy-6'-methyl-[3,4'-bipyridine]-3'-carboxamide ClC=1C=C(C(=NC1)OC)C1=C(C=NC(=C1)C)C(=O)NC=1SC2=C(N1)CN(C2)C(C2=NC(=CC=C2)C(F)F)=O